C(C)N(C=NC1=C(C=C(C(=C1)C)C1(COC1)OCC1=CC(=CC(=C1)C(F)(F)F)F)F)C N-ethyl-N'-(2-fluoro-4-(3-((3-fluoro-5-(trifluoromethyl)benzyl)oxy)oxetan-3-yl)-5-methylphenyl)-N-methylformimidamide